5-imino-2-(R)-methyl-3,6-dihydropyridine-1,4(2H)-dicarboxylic acid 1-(tert-butyl) 4-ethyl ester C(C)OC(=O)C1C[C@H](N(CC1=N)C(=O)OC(C)(C)C)C